nitrogen ethyl-aminopropyl-trimethoxysilane C(C)CO[Si](OC)(OC)CCCN.[N]